(S)-4-(3-fluoro-2-methylphenyl)-6-((4-(morpholine-4-carbonyl)piperazin-1-yl)methyl)-2-(thiazol-2-yl)-1,4-dihydropyrimidine-5-carboxylic acid ethyl ester C(C)OC(=O)C=1[C@@H](N=C(NC1CN1CCN(CC1)C(=O)N1CCOCC1)C=1SC=CN1)C1=C(C(=CC=C1)F)C